tert-butyl (R)-3-(4-(3H-[1,2,3]triazolo[4,5-b]pyridin-3-yl)-N-(7-bromoisoquinolin-1-yl)-2-fluorobenzamido)piperidine-1-carboxylate N1=NN(C2=NC=CC=C21)C2=CC(=C(C(=O)N(C1=NC=CC3=CC=C(C=C13)Br)[C@H]1CN(CCC1)C(=O)OC(C)(C)C)C=C2)F